C(C)C1=C(N=C(C=N1)NC1=CC(=C(C=C1)N1CCC(CC1)N1CCN(CC1)C)OC)NC1CCOCC1 6-ethyl-3-({3-methoxy-4-[4-(4-methylpiperazin-1-yl)piperidin-1-yl]phenyl}amino)-5-(tetrahydro-2H-pyran-4-ylamino)pyrazine